Cl.[NH+]1=CC=CC=C1 Pyridinium hydrochloride